N1=CN=C2NC=NC2=C1N[C@H](C(=O)O)CCN(CCCCC1=NC=2NCCCC2C=C1)C[C@@H](C)OC (S)-2-((9H-purin-6-yl)amino)-4-(((R)-2-methoxypropyl)(4-(5,6,7,8-tetrahydro-1,8-naphthyridin-2-yl)butyl)amino)butanoic acid